ClC1=CC=C(C(=N1)C=1C=NN(C1C)CC(F)(F)F)C(C)=O 1-[6-chloro-2-[5-methyl-1-(2,2,2-trifluoroethyl)pyrazol-4-yl]pyridin-3-yl]ethanone